N1=C(C=CC2=CN=CC=C12)C(=O)N1CCC2(C(C2)CNC(=O)C2=CC=3C(=CN=CC3)O2)CC1 N-[[6-(1,6-naphthyridine-2-carbonyl)-6-azaspiro[2.5]octan-2-yl]methyl]furo[2,3-c]pyridine-2-carboxamide